tert-butyl ((1-(2-(hydrazinecarbonyl)-6-methylpyridin-4-yl)-1H-pyrazol-4-yl)methyl)carbamate N(N)C(=O)C1=NC(=CC(=C1)N1N=CC(=C1)CNC(OC(C)(C)C)=O)C